NC1=NC=CC=C1C1=NC=2C(=NC(=CC2)Cl)N1C1=CC=C(C=C1)CNC(OC(C)(C)C)=O tert-butyl N-[[4-[2-(2-amino-3-pyridyl)-5-chloro-imidazo[4,5-b]pyridin-3-yl]phenyl]methyl]carbamate